1-[3-hydroxy-6-[2-hydroxy-6-methyl-4-(trifluoromethyl)phenyl]pyrazin-2-yl]-3-(3-piperidyl)thiourea OC=1C(=NC(=CN1)C1=C(C=C(C=C1C)C(F)(F)F)O)NC(=S)NC1CNCCC1